SC=C1C=CC(C=C1)=CS 1,4-bis(mercaptomethylene)benzene